1-ethyl-N-((3-(methylsulfanyl)-1,2,4-triazin-6-yl)methyl)cyclopentane-1-carboxamide C(C)C1(CCCC1)C(=O)NCC1=CN=C(N=N1)SC